4-(6-fluoropyridin-3-yl)benzoic acid FC1=CC=C(C=N1)C1=CC=C(C(=O)O)C=C1